C(C1=CC=CC=C1)NC(=O)C12C(C3C(C=N1)C(CN3CC3=CC=C(C=C3)OC)C2)CC(C)C N-benzyl-7-isobutyl-1-(4-methoxybenzyl)-1,2,3,3a,7,7a-hexahydro-6H-3,6-methanopyrrolo[3,2-c]pyridine-6-carboxamide